2-bromo-3,4-dimethoxy-6-(methylsulfonyl)pyridine BrC1=NC(=CC(=C1OC)OC)S(=O)(=O)C